5-(2-(5-methyl-2-(pyridin-4-yl)piperidin-1-yl)-2-oxoacetamido)Nicotinamide CC1CCC(N(C1)C(C(=O)NC=1C=NC=C(C(=O)N)C1)=O)C1=CC=NC=C1